12-(9'-phenyl-3,3'-bi-9H-carbazole-9-yl)phenanthro[9',10':4,5]furo[2,3-b]pyrazine C1(=CC=CC=C1)N1C2=CC=CC=C2C=2C=C(C=CC12)C=1C=CC=2N(C3=CC=CC=C3C2C1)C=1N=C2C(=NC1)OC=1C2=C2C=CC=CC2=C2C=CC=CC21